3'-(ethane-1,2-diylbis(5-carbamoyl-1H-benzo[d]imidazole-1,2-diyl))bis(4-ethoxybenzo[b]thiophene-2-carboxylic acid) C(CN1C(=NC2=C1C=CC(=C2)C(N)=O)C=2C1=C(SC2C(=O)O)C=CC=C1OCC)N1C(=NC2=C1C=CC(=C2)C(N)=O)C=2C1=C(SC2C(=O)O)C=CC=C1OCC